tert-butyl (1R,5S)-3-(7-(5-amino-2-chloro-3-(trifluoromethyl)phenyl)-8-fluoro-2-(2,2,2-trifluoroethoxy)pyridino[4,3-d]pyrimidin-4-yl)-3,8-diazabicyclo[3.2.1]octan-8-formate NC=1C=C(C(=C(C1)C1=C(C=2N=C(N=C(C2C=N1)N1C[C@H]2CC[C@@H](C1)N2C(=O)OC(C)(C)C)OCC(F)(F)F)F)Cl)C(F)(F)F